dimethoxy(3-glycidoxypropyl)methylsilane tris[2-tert-butyl-4-(3-butyl-4-hydroxy-5-methylphenylsulfanyl)-5-methylphenyl]phosphite C(C)(C)(C)C1=C(C=C(C(=C1)SC1=CC(=C(C(=C1)C)O)CCCC)C)OP(OC1=C(C=C(C(=C1)C)SC1=CC(=C(C(=C1)C)O)CCCC)C(C)(C)C)OC1=C(C=C(C(=C1)C)SC1=CC(=C(C(=C1)C)O)CCCC)C(C)(C)C.CO[Si](C)(CCCOCC1CO1)OC